2,6,6-trimethylcyclohexa-1,3-diencarbaldehyde CC1=C(C(CC=C1)(C)C)C=O